ClC=1C(=NC2=CC=CC=C2N1)NCC1=CC=C(C=C1)Br 3-chloro-N-(4-bromobenzyl)quinoxaline-2-amine